B#[Cr]#B Chromium boride